methoxyundecyl-phosphonic acid COCCCCCCCCCCCP(O)(O)=O